CN1C[C@@]2(CCC1)NC(C=1N2C(C(=CC1C)NC(OC(C)(C)C)=O)=O)=O Tert-butyl (S)-(1',8-dimethyl-1,5-dioxo-1,5-dihydro-2H-spiro[imidazo[1,5-a]pyridine-3,3'-piperidin]-6-yl)carbamate